rac-4-(2,3-dichloro-6-((2-(trimethylsilyl)ethoxy)methoxy)phenyl)-1-(5,6-dihydro-4H-pyrrolo[1,2-b]pyrazol-3-yl)2-pyrrolidinethione ClC1=C(C(=CC=C1Cl)OCOCC[Si](C)(C)C)[C@H]1CC(N(C1)C1=C2N(N=C1)CCC2)=S |r|